N[C@H]1[C@@H]2N(C[C@H]1CC2)C(=O)C2=CC1=C(N(C(=N1)C=1N(C3=CC(=CC=C3C1)C1=CC=C(C(=O)N)C=C1)CC1CC1)C)C(=C2)OC 4-(2-{5-[(1R,4R,7R)-7-amino-2-azabicyclo[2.2.1]heptane-2-carbonyl]-7-methoxy-1-methyl-1H-1,3-benzodiazol-2-yl}-1-(cyclopropylmethyl)-1H-indol-6-yl)benzamide